C(#N)N=C(NC)NC 2-cyano-1,3-dimethylguanidine